[Li].CC1=C(C=C(C=C1)C(NC=1C=NC=C(C1)C(F)(F)F)=O)[C@H]1CN(CC1)C1=C(C(=O)O)C=CN=C1 (S)-3-(3-(2-methyl-5-((5-(trifluoromethyl)pyridin-3-yl)carbamoyl)phenyl)pyrrolidin-1-yl)isonicotinic acid lithium